ClC1=CC=C(C=N1)CN1C=CC=C2C1=NC(N(C2=O)C2=C(C=CC=C2F)F)=O 8-((6-chloropyridin-3-yl)methyl)-3-(2,6-difluorophenyl)pyrido[2,3-d]pyrimidine-2,4(3H,8H)-dione